(S)-N-(1-(4-(4-isopropyl-5-(8-methoxy-[1,2,4]triazolo[1,5-a]pyridin-6-yl)-1H-pyrazol-3-yl)phenyl)ethyl)propan-2-amine C(C)(C)C=1C(=NNC1C=1C=C(C=2N(C1)N=CN2)OC)C2=CC=C(C=C2)[C@H](C)NC(C)C